FC(S(=O)(=O)NS(=O)(=O)C(F)(F)F)(F)F.[Li] lithium bis(trifluoromethylsulfonyl)amine salt